ClC1=C(C=C(C=C1)C1=CC(=NO1)C12CC(C1)(C2)NC(OC(C)(C)C)=O)F tert-butyl (3-(5-(4-chloro-3-fluorophenyl)isoxazol-3-yl)bicyclo[1.1.1]pentan-1-yl)carbamate